N1=CC(=CC=C1)CCC1=NN=C2SCC(=NN21)C2=CC=C(C=C2)C(F)(F)F 3-(2-(Pyridine-3-yl)ethyl)-6-(4-(trifluoromethyl)phenyl)-7H-[1,2,4]triazolo[3,4-b][1,3,4]thiadiazine